S1C(=NC2=C1C=CC=C2)NC(=O)C=2C=CC=C1CCN(CC21)C2=CC=C(C(=N2)C(=O)O)C=2C(=NN(C2)CC2=NC(=CC=C2)N2CCCC2)C 6-(8-(1,3-benzothiazol-2-ylcarbamoyl)-3,4-dihydroisoquinolin-2(1H)-yl)-3-(3-methyl-1-((6-(pyrrolidin-1-yl)pyridin-2-yl)methyl)-1H-pyrazol-4-yl)pyridine-2-Formic acid